FC(CN(C1=NC(N(C2=CC=CC(=C12)F)C([2H])([2H])[2H])=O)C1=CC(=NC=C1)C#CC1(CC1)C)F 4-[2,2-difluoroethyl-[2-[2-(1-methylcyclopropyl)ethynyl]-4-pyridyl]amino]-5-fluoro-1-(trideuteriomethyl)quinazolin-2-one